6-({3-[(α-D-mannopyranosyl)oxy]propyl}{2-[(α-L-fucopyranosyl)oxy]ethyl}amino)-6-oxohexanoic acid [C@H]1([C@@H](O)[C@@H](O)[C@H](O)[C@H](O1)CO)OCCCN(C(CCCCC(=O)O)=O)CCO[C@H]1[C@@H](O)[C@H](O)[C@H](O)[C@@H](O1)C